N-Bocglutamic acid methyl ester COC([C@@H](NC(=O)OC(C)(C)C)CCC(=O)O)=O